5-Methoxy-3-(5-methoxyindolin-2-yl)-1H-indole COC=1C=C2C(=CNC2=CC1)C1NC2=CC=C(C=C2C1)OC